C1(CC1)C=1N=CC=2C3=C(C=C(C2C1)S(=O)(=O)NCC(C)C)CCC3NCC=3C=NC=CC3 3-cyclopropyl-N-(2-methylpropyl)-9-(pyridin-3-ylmethylamino)-8,9-dihydro-7H-cyclopenta[h]isoquinoline-5-sulfonamide